Cl.ClC=1C=C(CCN2C[C@@H](CC2)CN)C=CC1OCC1CC1 (S)-(1-(3-chloro-4-(cyclopropylmethoxy)phenethyl)pyrrolidin-3-yl)methanamine hydrochloride